CC1=NC=CC(=C1)C=1N=C2N(C=CC=N2)C1C1=CC2=C(OCCCN2C(=O)OC(C)(C)C)C=C1 tert-Butyl 7-(2-(2-methylpyridin-4-yl)imidazo[1,2-a]pyrimidin-3-yl)-3,4-dihydrobenzo[b][1,4]oxazepine-5(2H)-carboxylate